[Si](C)(C)(C(C)(C)C)OCC=1C(=NC(=NC1)Cl)C(C)C 5-(((tert-butyldimethylsilyl)oxy)methyl)-2-chloro-4-isopropylpyrimidine